(N,N-dimethylaminopropyl)-aza-2-methyl-2-methoxy-silacyclopentane CN(C)CCC[SiH]1C(CCC1)(OC)N